methyl 9-(2-bromophenyl)-3-methyl-16-thia-2,4,5,8-tetraazatetracyclo-[8.6.0.02,6.011,15]hexadeca-1(10),3,5,8,11(15)-pentaene-13-carboxylate BrC1=C(C=CC=C1)C1=NCC2=NN=C(N2C=2SC=3CC(CC3C12)C(=O)OC)C